CC1=C(C(=O)NC2(CC2)C2=C3C=CC=NC3=CC(=C2)OC2=CC=CC=C2)C=C(C=C1)OCC1N(CC1)C 2-Methyl-5-((1-methylazetidin-2-yl)methoxy)-N-(1-(7-phenoxyquinolin-5-yl)cyclopropyl)benzamide